CC(CC)OC(CCC)=O butyric acid-β-butyl ester